(S)-1'-(6-amino-5-((2-amino-3-chloropyridin-4-yl)sulfanyl)-3-vinylpyrazin-2-yl)-1,3-dihydrospiro[indene-2,4'-piperidine]-1-amine NC1=C(N=C(C(=N1)N1CCC2(CC1)[C@@H](C1=CC=CC=C1C2)N)C=C)SC2=C(C(=NC=C2)N)Cl